amino-6-oxohexanoic acid NC(C(=O)O)CCCC=O